2'-chloro-N-(5-(4-hydroxycyclohexyl)-1,3,4-thiadiazol-2-yl)-5'-methoxy-6-methyl-(4,4'-bipyridine)-3-carboxamide ClC1=NC=C(C(=C1)C1=C(C=NC(=C1)C)C(=O)NC=1SC(=NN1)C1CCC(CC1)O)OC